6-bromo-4-(3,4-dimethylbenzyl)-7-((2s,5r)-5-ethyl-2-methyl-4-(1-(quinoxalin-6-yl)ethyl)piperazin-1-yl)-2-(tetrahydro-2H-pyran-2-yl)-2,4-dihydro-5H-pyrazolo[4,3-b]pyridin-5-one BrC1=C(C=2C(N(C1=O)CC1=CC(=C(C=C1)C)C)=CN(N2)C2OCCCC2)N2[C@H](CN([C@@H](C2)CC)C(C)C=2C=C1N=CC=NC1=CC2)C